CC[NH+](CC)CCC1=NC(=NO1)C2=CC=CC=C2.[Cl-] OXOLAMINE HYDROCHLORIDE